Tert-butyl peroxy benzoate CC(C)(C)OOC(=O)C1=CC=CC=C1